C(C)C1=NC2=C(C=C(C=C2NC1=O)CN1CCN(CC1)C=1C(=C(C#N)C=CC1)F)F (4-((2-ethyl-8-fluoro-3-oxo-3,4-dihydroquinoxalin-6-yl)methyl)piperazin-1-yl)-2-fluorobenzonitrile